7-(4-(dimethylamino)phenoxy)-6-methoxy-N,N-dimethyl-4-(4-methylpiperazin-1-yl)quinazolin-2-amine CN(C1=CC=C(OC2=C(C=C3C(=NC(=NC3=C2)N(C)C)N2CCN(CC2)C)OC)C=C1)C